O1C(CCCC1)C(C)N1N=CC(=C1)C1=CN=CC(=N1)C1=CC=2N(C=C1)N=C(N2)N 7-(6-(1-(1-(tetrahydro-2H-pyran-2-yl)ethyl)-1H-pyrazol-4-yl)pyrazin-2-yl)-[1,2,4]triazolo[1,5-a]pyridin-2-amine